CN1N=C(C=2C1=NC(=CC2)C2=NOC(=N2)C2CCN(CC2)C(CN2C(C1=CC=CC=C1C2)=O)=O)C 2-[2-[4-[3-(1,3-dimethylpyrazolo[3,4-b]pyridin-6-yl)-1,2,4-oxadiazol-5-yl]-1-piperidinyl]-2-oxo-ethyl]isoindolin-1-one